5-Fluoro-6-(2-methoxyethoxy)-3-[3-(4-{1-methyl-1H,4H,5H,6H-pyrrolo[3,4-c]pyrazol-5-carbonyl}phenyl)-1,2-oxazol-5-yl]-1H-indazol FC=1C=C2C(=NNC2=CC1OCCOC)C1=CC(=NO1)C1=CC=C(C=C1)C(=O)N1CC=2N(N=CC2C1)C